ClC1=CC(=C(C(=N1)C1=CC=C(C=C1)F)F)C(C)(C)O 2-[6-chloro-3-fluoro-2-(4-fluorophenyl)-4-pyridyl]propan-2-ol